3-[cyano[(S)-2-(4-chlorophenyl)-3-methyl-1-oxobutoxy]methyl]phenoxyacetic acid C(#N)C(C=1C=C(OCC(=O)O)C=CC1)OC([C@@H](C(C)C)C1=CC=C(C=C1)Cl)=O